(P)-4-(1,6-dimethyl-1H-indazol-7-yl)-7,7-dimethyl-2-(2-(2-propenoyl)-2,6-diazaspiro[3.4]octan-6-yl)-7,8-dihydro-5H-pyrano[4,3-b]pyridine-3-carbonitrile CN1N=CC2=CC=C(C(=C12)C1=C2C(=NC(=C1C#N)N1CC3(CN(C3)C(C=C)=O)CC1)CC(OC2)(C)C)C